[Cl-].O1C=CC2=C1C(=CC=C2)C2=NN1C(C[NH2+]CC1)=C2C2=CC=NC=C2 2-(1-benzofuran-7-yl)-3-(pyridin-4-yl)-4,5,6,7-tetrahydropyrazolo[1,5-a]pyrazin-5-ium chloride